1-(6-(4-chlorophenyl)-2-(pyridin-3-yl)pyrimidin-4-yl)pyrrolidin-3-amine ClC1=CC=C(C=C1)C1=CC(=NC(=N1)C=1C=NC=CC1)N1CC(CC1)N